CSC=1SCC(N1)=O 2-methylthiothiazol-4(5H)-one